COC(=O)C1CN(CC1C1=CC(=C(C=C1)F)F)CC1=CC=CC=C1 1-benzyl-4-(3,4-difluorophenyl)pyrrolidine-3-carboxylic acid methyl ester